7-[(2R)-2-methylindolin-1-yl]-N-(4-piperidylmethyl)thiazolo[5,4-d]pyrimidine-2-carboxamide C[C@H]1N(C2=CC=CC=C2C1)C=1C2=C(N=CN1)SC(=N2)C(=O)NCC2CCNCC2